octylmethoxycinnamate (ethylhexyl methoxycinnamate) C(C)C1=C(C(=C(C(=O)O)OC)CCCCCC)C=CC=C1.C(CCCCCCC)C(=C(C(=O)O)OC)C1=CC=CC=C1